N-(6-(benzo[d]thiazol-5-yl)-1-(3-fluoro-4-methoxyphenyl)-1H-pyrazolo[3,4-d]pyrimidin-4-yl)-5-nitrothiophene-2-carboxamide S1C=NC2=C1C=CC(=C2)C2=NC(=C1C(=N2)N(N=C1)C1=CC(=C(C=C1)OC)F)NC(=O)C=1SC(=CC1)[N+](=O)[O-]